4-(trifluoromethyl)-1H-pyridazin-6-one FC(C=1C=NNC(C1)=O)(F)F